ClC(C1=NC(=NO1)C1=CC=C(C=C1)NC=1C(C(C1NC1=NN(C=N1)C)=O)=O)(F)F 3-((4-(5-(chlorodifluoromethyl)-1,2,4-oxadiazol-3-yl)phenyl)amino)-4-((1-methyl-1H-1,2,4-triazol-3-yl)amino)cyclobut-3-ene-1,2-dione